methylphenyl α-allyloxymethylacrylate C(C=C)OCC(C(=O)OC1=C(C=CC=C1)C)=C